C(C1=CC=CC=C1)N1C2=C(OCC1=O)C=C(C=C2)NC(=O)NC2CC1=CC=CC=C1C2 1-(4-benzyl-3-oxo-3,4-dihydro-2H-benzo[b][1,4]oxazin-7-yl)-3-(2,3-dihydro-1H-inden-2-yl)urea